O=C1NC(CCC1N1C(C=2C=C3C(=CC2C1=O)OC1(CC3)CCN(CC1)C1CC3(C1)CCNCC3)=O)=O 2-(7'-(2,6-dioxopiperidin-3-yl)-6',8'-dioxo-4',6',7',8'-tetrahydro-3'H-spiro[piperidine-4,2'-pyrano[2,3-f]isoindol]-1-yl)-7-azaspiro[3.5]nonane